1-methyl-1,4,5,6-tetrahydropyrimidin CN1C=NCCC1